tert-butyl (R)-3-(5-chloro-6-oxopyridazin-1(6H)-yl)piperidine-1-carboxylate ClC1=CC=NN(C1=O)[C@H]1CN(CCC1)C(=O)OC(C)(C)C